ClC=1C=CC=2N=CN=C(C2N1)NC=1C=NC(=C(C1)Cl)OC 6-chloro-N-(5-chloro-6-methoxypyridin-3-yl)pyrido[3,2-d]pyrimidin-4-amine